C(C)(C)N(C(C)C)CC N,N-bisIsopropylethylamine